NN1C(=NC(=C1C(N)=O)C1=CC=C(C=C1)C(NC1=NC=CC(=C1)C1=CC=C(C=C1)C#N)=O)[C@H]1N(CCCC1)C(=O)OC(C)(C)C tert-butyl (S)-2-(1-amino-5-carbamoyl-4-(4-((4-(4-cyanophenyl)pyridin-2-yl)carbamoyl)phenyl)-1H-imidazol-2-yl)piperidine-1-carboxylate